C([C@H](O)C)(=O)OCCC(C)CCC=C(C)C citronellyl (R)-lactate